4-(2-Amino-2-methylpropanoyl)-N-(1-(3-(2-(8-amino-3-azabicyclo[3.2.1]octan-3-yl)ethyl)phenyl)-2-oxo-1,2-dihydropyrimidin-4-yl)piperazine-1-carboxamide Hydrochloride Salt Cl.NC(C(=O)N1CCN(CC1)C(=O)NC1=NC(N(C=C1)C1=CC(=CC=C1)CCN1CC2CCC(C1)C2N)=O)(C)C